2-(2-methoxy-5-nitro-phenoxy)chloroethane COC1=C(OCCCl)C=C(C=C1)[N+](=O)[O-]